S(=O)(=O)([O-])[O-].[Mo+4].S(=O)(=O)([O-])[O-] molybdenum (IV) sulfate